3-(1-cyclopropyl-5,6-difluoro-1H-benzo[d]imidazol-2-yl)-3H-imidazo[4,5-c]pyridine C1(CC1)N1C(=NC2=C1C=C(C(=C2)F)F)N2C=NC1=C2C=NC=C1